C(C)(C)(C)OC(=O)NC=1SC2=C(N1)C(=CC=C2F)C2=C(C=C1C(=C(C(=NC1=C2F)C#C)C#N)N2CCN(CC2)C(=O)[O-])Cl 4-(7-(2-((tert-butoxycarbonyl)amino)-7-fluorobenzo[d]thiazol-4-yl)-6-chloro-3-cyano-2-ethynyl-8-Fluoroquinolin-4-yl)piperazine-1-carboxylate